2-(dimethylphosphoryl)-5-(tributylstannyl)pyrazine CP(=O)(C)C1=NC=C(N=C1)[Sn](CCCC)(CCCC)CCCC